tert-butyl 2-[2-(6-bromo-4-fluoro-indazol-2-yl)-3-ethoxy-3-oxo-propanoyl]pyrrolidine-1-carboxylate Ethyl-2-(6-bromo-4-fluoro-indazol-2-yl)acetate C(C)OC(CN1N=C2C=C(C=C(C2=C1)F)Br)=O.BrC=1C=C(C2=CN(N=C2C1)C(C(=O)C1N(CCC1)C(=O)OC(C)(C)C)C(=O)OCC)F